NC1(CC1)COC=1C=C(C=C2C(=NNC(C12)=O)CN1C(C2=CC=CC=C2C1=O)=O)C=1C=NN(C1C1=C(C#N)C(=CC(=C1F)Cl)OC1CC1)C 2-(4-(8-((1-Aminocyclopropyl)methoxy)-4-((1,3-dioxoisoindolin-2-yl)methyl)-1-Oxo-1,2-dihydrophthalazin-6-yl)-1-methyl-1H-pyrazol-5-yl)-4-chloro-6-cyclopropoxy-3-fluorobenzonitrile